2,5-dihydroxybenzenediamine OC1(C(C=C(C=C1)O)N)N